Cl.O water hydrochloride